COC(C1=CC(=C(C=C1)OC)CP(=O)(OC)OC)=O.FC1=CC=C(C=C1)C1=NOC(=C1COC=1N=CC(=NC1)N1C[C@H]2COCCN2CC1)C (S)-8-(5-((3-(4-fluorophenyl)-5-methylisoxazol-4-yl)methoxy)pyrazin-2-yl)octahydropyrazino[2,1-c][1,4]oxazine methyl-3-((dimethoxyphosphoryl)methyl)-4-methoxybenzoate